1-Triphenylmethyl-4-imidazolecarboxaldehyde C1(=CC=CC=C1)C(N1C=NC(=C1)C=O)(C1=CC=CC=C1)C1=CC=CC=C1